C1(CC1)C1=C(C(=NO1)C1=C(C=CC=C1Cl)Cl)CO[C@H]1[C@@H]2CN([C@H](C1)C2)C2=CC=C(C=C2)C2(CC2)C(=O)O 1-{4-[(1S,4S,5R)-5-{[5-cyclopropyl-3-(2,6-dichlorophenyl)-1,2-oxazol-4-yl]methoxy}-2-azabicyclo[2.2.1]heptan-2-yl]phenyl}cyclopropane-1-carboxylic acid